3-(4-(3-amino-5-chloropyridin-2-yl)-5-(4-chlorophenyl)-2-isopropylpiperazin-1-yl)-3-oxopropanoic acid NC=1C(=NC=C(C1)Cl)N1CC(N(CC1C1=CC=C(C=C1)Cl)C(CC(=O)O)=O)C(C)C